N(=[N+]=[N-])[C@H](CC1=CC2=C(OCO2)C=C1)C (S)-5-(2-azidopropyl)benzo[d][1,3]dioxol